(S)-1-((1R,2R)-2-(1H-benzo[d]imidazol-2-yl)cyclopropane-1-carbonyl)-N-(4-(trifluoromethyl)phenyl)pyrrolidine-2-carboxamide N1C(=NC2=C1C=CC=C2)[C@H]2[C@@H](C2)C(=O)N2[C@@H](CCC2)C(=O)NC2=CC=C(C=C2)C(F)(F)F